(S)-2-((6-(dimethylamino)pyrimidin-4-yl)amino)-4-((2-methoxyethyl)(4-(5,6,7,8-tetrahydro-1,8-naphthyridin-2-yl)butyl)amino)butanoic acid CN(C1=CC(=NC=N1)N[C@H](C(=O)O)CCN(CCCCC1=NC=2NCCCC2C=C1)CCOC)C